C(C1=CC=CC=C1)N1C[C@H]([C@@H](CC1)C(=O)N1CCC(CC1)(O)CN1C=NC2=C(C1=O)C=CN2C2=CC=CC=C2)C2=CC=CC=C2 3-[(1-{[(3R,4R)-1-benzyl-3-phenylpiperidin-4-yl]carbonyl}-4-hydroxypiperidin-4-yl)methyl]-7-phenyl-3,7-dihydro-4H-pyrrolo[2,3-d]pyrimidin-4-one